BrC=1C(=C(OC2CCC(CC2)C[C@@H](CC=O)C)C=CC1)C (S)-4-((1r,4s)-4-(3-bromo-2-methylphenoxy)cyclohexyl)-3-methylbutanal